C(C)(C)N1N=C(C(=C1C)O)C1=CC(=CC(=C1)CC)CC 1-isopropyl-3-(3,5-diethylphenyl)-5-methyl-pyrazol-4-ol